C(C)(C)(C)OC(=O)N[C@@H]1C(N([C@H](C1)CO[Si](C)(C)C(C)(C)C)C(=O)OC(C)(C)C)=O tert-butyl (3S,5R)-3-(tert-butoxycarbonylamino)-5-[[tert-butyl (dimethyl) silyl] oxymethyl]-2-oxo-pyrrolidine-1-carboxylate